1-(5-(4-((3-methyl-4-((1-methyl-1H-benzo[d][1,2,3]triazol-5-yl)oxy)phenyl)amino)pyrido[3,2-d]pyrimidin-6-yl)-2,5-diazabicyclo[2.2.1]heptan-2-yl)prop-2-en-1-one CC=1C=C(C=CC1OC1=CC2=C(N(N=N2)C)C=C1)NC=1C2=C(N=CN1)C=CC(=N2)N2C1CN(C(C2)C1)C(C=C)=O